lysyl-aspartic acid N[C@@H](CCCCN)C(=O)N[C@@H](CC(=O)O)C(=O)O